The molecule is a pyrroloquinoline having hydroxy groups at the 4- and 5-positions and carboxy groups at the 2-, 7- and 9-positions. It is a tricarboxylic acid and a pyrroloquinoline cofactor. It is a conjugate acid of a pyrroloquinoline quinol(3-) and a pyrroloquinoline quinol(4-). C1=C(NC2=C(C(=C3C=C(N=C3C2=C1C(=O)O)C(=O)O)O)O)C(=O)O